FC1(CCN(CC1)C1=NC(=NC=N1)C=1C=NN(C1)C1=C(C=C(C=C1)NS(=O)(=O)CCO)N1CCC2(CC2)CC1)F N-(4-(4-(4-(4,4-difluoropiperidin-1-yl)-1,3,5-triazin-2-yl)-1H-pyrazol-1-yl)-3-(6-azaspiro[2.5]octan-6-yl)phenyl)-2-hydroxyethanesulfonamide